COCCN(C(=O)C1CNCCC1)C N-(2-methoxyethyl)-N-methylpiperidine-3-carboxamide